5-methoxy-6-((4-methoxybenzyl)oxy)nicotinaldehyde COC=1C(=NC=C(C=O)C1)OCC1=CC=C(C=C1)OC